FC(C(=O)O)(F)F.CN1C(N(C2=C1C(=CC=C2)C#CC2CCNCC2)C2C(NC(CC2)=O)=O)=O 3-{3-Methyl-2-oxo-4-[2-(piperidin-4-yl)ethynyl]-1,3-benzodiazol-1-yl}piperidine-2,6-dione trifluoroacetate